BrC1=C(N=C(S1)NC)C 5-bromo-N,4-dimethylthiazol-2-amine